CC1=NC(=NO1)C1=NN(C=C1)C 5-methyl-3-(1-methylpyrazol-3-yl)-1,2,4-oxadiazole